C1(CCC1)C1=C(C=C2C=C(C(NC2=C1)=O)C(=O)[O-])F 7-cyclobutyl-6-fluoro-2-oxo-1H-quinoline-3-carboxylate